C(C)OC(=O)C1CCN(CC1)C1=NC(=CN=C1Cl)CCCOC.C1(=CC=C(C=C1)ONC1=CC=CC=C1)ONC1=CC=CC=C1 4'-(1,4-phenylenedioxy)dianiline ethyl-1-(3-chloro-6-(3-methoxypropyl)pyrazin-2-yl)piperidine-4-carboxylate